N1(C=CC=C1)C1=C(C(=C(C(=C1N1C=CC=C1)N1C=CC=C1)N1C=CC=C1)N1C=CC=C1)N1C=CC=C1 hexa(N-pyrrolyl)benzene